1-METHYL-2-IMIDAZOLINE-4-CARBOXYLIC ACID CN1C=NC(C1)C(=O)O